(8S,10S)-8-acetyl-10-[(2S,4S,5S,6S)-4-amino-5-hydroxy-6-methyl-oxan-2-yl]oxy-6,8,11-trihydroxy-1-methoxy-9,10-dihydro-7H-naphthacene-5,12-dione C(C)(=O)[C@@]1(CC=2C(=C3C(C=4C=CC=C(C4C(C3=C(C2[C@H](C1)O[C@H]1O[C@H]([C@H]([C@H](C1)N)O)C)O)=O)OC)=O)O)O